FC=1C(=NN(C1C(=O)OC)C)B1OC(C(O1)(C)C)(C)C methyl 4-fluoro-1-methyl-3-(4,4,5,5-tetramethyl-1,3,2-dioxaborolan-2-yl)-1H-pyrazole-5-carboxylate